N-(3-(1H-benzo[d]imidazol-2-yl)-1H-pyrazol-5-yl)-4-(4-methylpiperazin-1-yl)benzamide N1C(=NC2=C1C=CC=C2)C2=NNC(=C2)NC(C2=CC=C(C=C2)N2CCN(CC2)C)=O